FC1(C[C@@H](CC1)OC1=C(C=C(C=C1)NC(=O)C1=COC2=C1C=C(C(=C2)C2=NN=NN2)F)F)F (R)-N-(4-((3,3-difluorocyclopentyl)oxy)-3-fluorophenyl)-5-fluoro-6-(1H-tetrazol-5-yl)benzofuran-3-carboxamide